1-ethyl-2-oxabicyclo[2.1.1]Hexane-4-Formic acid C(C)C12OCC(C1)(C2)C(=O)O